(S)-7-(4-amino-2-oxa-8-azaspiro[4.5]decane-8-yl)-3-(2,3-dichlorophenyl)quinazoline N[C@@H]1COCC12CCN(CC2)C=2C=CC1=CN(CN=C1C2)C2=C(C(=CC=C2)Cl)Cl